isononadecyl iodide C(CCCCCCCCCCCCCCCC(C)C)I